2-fluoro-5-(7-fluoro-2,3-dimethyl-1,1-dioxido-5-phenyl-2,3,4,5-tetrahydrobenzo[f][1,2,5]thiadiazepin-8-yl)benzoic acid FC1=C(C(=O)O)C=C(C=C1)C1=CC2=C(N(CC(N(S2(=O)=O)C)C)C2=CC=CC=C2)C=C1F